C[C@]12CC(C[C@](CCC1)(N2)C)OC2=CC=C(N=N2)C2=C(C=C(C(=C2)F)C2=CN=NC(=C2)OC)O 2-(6-(((1R,3s,5S)-1,5-dimethyl-9-azabicyclo[3.3.1]nonan-3-yl)oxy)pyridazin-3-yl)-4-fluoro-5-(6-methoxypyridazin-4-yl)phenol